CC=1N(C2=CC=CC=C2C1)CCCCCC 2-methyl-1-hexylindole